ClC1=C(C=NC=C1)NC(=O)C=1C(=NC(=NC1)S(=O)C)OC N-(4-chloropyridin-3-yl)-4-methoxy-2-(methylsulfinyl)pyrimidine-5-carboxamide